n-docosyl decanoate C(CCCCCCCCC)(=O)OCCCCCCCCCCCCCCCCCCCCCC